(S)-N'-((1,2,3,5,6,7-hexahydro-s-indacen-4-yl)carbamoyl)-4-isopropyl-thiophene-2-sulfonimidamide C1CCC2=C(C=3CCCC3C=C12)NC(=O)N=[S@@](=O)(N)C=1SC=C(C1)C(C)C